2-(5-chloro-2-(4-methyltetrahydro-2H-pyran-4-yl)phenyl)-2-(3-((5-(5,6,7,8-tetrahydro-1,8-naphthyridin-2-yl)pentyl)oxy)azetidin-1-yl)acetic acid ClC=1C=CC(=C(C1)C(C(=O)O)N1CC(C1)OCCCCCC1=NC=2NCCCC2C=C1)C1(CCOCC1)C